ClC=1C=C(C=CC1Cl)NC(C(C1=CC=C(C=C1)C=1N=NN(N1)C)C1CC(CC1)(F)F)=O N-(3,4-Dichlorophenyl)-2-(3,3-difluorocyclopentyl)-2-(4-(2-methyl-2H-tetrazol-5-yl)phenyl)acetamide